4-(4-chlorophenyl)-N-((3R,5R)-5-fluoro-1-methylpiperidin-3-yl)phthalazin-1-amine ClC1=CC=C(C=C1)C1=NN=C(C2=CC=CC=C12)N[C@H]1CN(C[C@@H](C1)F)C